butyl 2-(4-(hydroxymethyl)phenyl)-3-(isoquinolin-6-ylamino)-3-oxopropylcarbamate OCC1=CC=C(C=C1)C(CNC(OCCCC)=O)C(=O)NC=1C=C2C=CN=CC2=CC1